1,1,1,3,3,3-hexafluoro-propan-2-yl (R or S)-1-(4-cyanopiperidine-1-carbonyl)-6-azaspiro-[2.5]octane-6-carboxylate C(#N)C1CCN(CC1)C(=O)[C@@H]1CC12CCN(CC2)C(=O)OC(C(F)(F)F)C(F)(F)F |o1:10|